1,3-benzene-diol C1(=CC(=CC=C1)O)O